1-(3-fluorophenyl)-1-bromoethane FC=1C=C(C=CC1)C(C)Br